tert-butyl (tert-butoxycarbonyl)(5-iodo-7-(1-methylpyrrolidin-3-yl)-7H-pyrrolo[2,3-d]pyrimidin-4-yl)carbamate C(C)(C)(C)OC(=O)N(C(OC(C)(C)C)=O)C=1C2=C(N=CN1)N(C=C2I)C2CN(CC2)C